C(C1=CC=CC=C1)OC1=NC(=CC=C1C1=NN(C2=CC(=CC=C12)C=1CCN(CC1)C[C@H]1[C@H](CNCC1)C)C)OCC1=CC=CC=C1 3-(2,6-bis(benzyloxy)pyridin-3-yl)-1-methyl-6-(1-(((3R,4R)-3-methylpiperidin-4-yl)methyl)-1,2,3,6-tetrahydropyridin-4-yl)-1H-indazole